(1R,2S)-1-(2-cyano-5-fluorophenyl)-1-(1,5-dimethyl-1H-pyrazol-3-yl)propan C(#N)C1=C(C=C(C=C1)F)[C@@H](CC)C1=NN(C(=C1)C)C